3-(5-{[(5-chlorothiophen-2-yl)methyl]amino}-1-(thiophene-3-carbonyl)-1H-pyrazol-3-yl)-3-methylpiperidin-2-one ClC1=CC=C(S1)CNC1=CC(=NN1C(=O)C1=CSC=C1)C1(C(NCCC1)=O)C